BrC=1C=C(C=C2C(CCOC12)=O)CN1C(N(C=C1)C)=N 8-bromo-6-((2-imino-3-methyl-2,3-dihydro-1H-imidazol-1-yl)methyl)chroman-4-one